CC(C(=O)OCC\C=C\CCC)C trans-3-Heptenyl 2-methylpropanoate